C1(CCCC1)C(C1=CC(=CC(=N1)C=1N=NN(C1)C1=C(C=C(C=C1)NS(=O)(=O)C1CC1)N1CCC2(CC2)CC1)C)O N-(4-(4-(6-(cyclopentyl(hydroxy)methyl)-4-methylpyridin-2-yl)-1H-1,2,3-triazol-1-yl)-3-(6-azaspiro[2.5]octan-6-yl)phenyl)cyclopropanesulfonamide